5-(((6s,9s)-6,9-diisopropyl-2,2-dimethyl-4,7,10-trioxo-3-oxa-5,8,11-triazatridecan-13-yl)carbamoyl)-2-(2-(4-fluorophenyl)butyryl)-4-methylthiophene-3-carboxylic acid methyl ester COC(=O)C1=C(SC(=C1C)C(NCCNC([C@@H](NC([C@@H](NC(OC(C)(C)C)=O)C(C)C)=O)C(C)C)=O)=O)C(C(CC)C1=CC=C(C=C1)F)=O